C(C)OCCCCC(=O)O.C(C)OCCC(=O)OCC ethyl 3-ethoxypropionate (3-ethoxyethyl propionate)